FC1(CCC2=C1N=C(N=C2N2C[C@@H]1C([C@@H]1C2)CC(=O)O)N2C(CC2)C)F 2-((1R,5S,6S)-3-(7,7-difluoro-2-(2-methylazetidin-1-yl)-6,7-dihydro-5H-cyclopenta[d]pyrimidin-4-yl)-3-azabicyclo[3.1.0]hex-6-yl)acetic acid